trans-benzyl 4-((tert-butoxycarbonyl)amino)-3-hydroxypiperidine-1-carboxylate C(C)(C)(C)OC(=O)N[C@H]1[C@@H](CN(CC1)C(=O)OCC1=CC=CC=C1)O